[Si](C)(C)(C(C)(C)C)OCC=CC(C)(S(=O)N)C (2-((tert-butyldimethylsilyl)oxy)ethylidene)-2-methylpropane-2-sulfinamide